N-(tert-butyl)-4-methoxybenzamide C(C)(C)(C)NC(C1=CC=C(C=C1)OC)=O